FC(C(=O)[O-])(F)F.S(N)(=O)(=O)NCCCC1C[NH2+]C1 3-(3-sulfamoylaminopropyl)azetidinium trifluoroacetate